3-bromo-9,9-dimethyl-9H-dibenzopyran BrC1=CC2=C(C=3C(=CO2)C=CC(C3)(C)C)C=C1